N-(2-chloro-4-fluoro-benzyl)-5-fluoro-8-methylene-5,6,7,8-tetra-hydroquinoline-5-carboxamide ClC1=C(CNC(=O)C2(C=3C=CC=NC3C(CC2)=C)F)C=CC(=C1)F